C(#N)C=1C(=NC(=NC1)NC1=C(C=C(C(=C1)C)N1CCC(CC1)N(C)C)NC(C=C)=O)NC1=C(C=CC=C1)OC(C)C N-(2-((5-cyano-4-((2-isopropoxyphenyl)amino)pyrimidin-2-yl)amino)-5-(4-(dimethylamino)piperidin-1-yl)-4-methylphenyl)acrylamide